tert-butyl ((5S,8S,10aR)-3-(3,3-difluorocyclobutane-1-carbonyl)-8-((4-fluorobenzyl)carbamoyl)-6-oxodecahydropyrrolo[1,2-a][1,5]diazocin-5-yl)carbamate FC1(CC(C1)C(=O)N1CC[C@@H]2N(C([C@H](C1)NC(OC(C)(C)C)=O)=O)[C@@H](CC2)C(NCC2=CC=C(C=C2)F)=O)F